glycerol tri-pyruvate C(C(=O)C)(=O)OCC(OC(C(=O)C)=O)COC(C(=O)C)=O